[1-(difluoromethyl)cyclopropyl]methylamine hydrochloride Cl.FC(C1(CC1)CN)F